2-[(2E)-2-(aminomethyl)-3-fluoroprop-2-en-1-yl]-4-[2-(thiophen-2-yl)ethyl]-2,4-dihydro-3H-1,2,4-triazol-3-one NC/C(/CN1N=CN(C1=O)CCC=1SC=CC1)=C\F